OC1CN(CC1)C(=O)C=1C=CC(=NC1)N1C(C2=CC=C(C=C2C=N1)C1=C(C(=CC=C1)OC)C)=O 38-cis-2-(5-(3-Hydroxypyrrolidine-1-carbonyl)pyridin-2-yl)-6-(3-methoxy-2-methylphenyl)phthalazin-1(2H)-one